6-(hydroxymethyl)tetrahydro-2H-pyran-2,3,4-triol OCC1CC(C(C(O1)O)O)O